methyl (S)-2-((5-(2-((4-chloro-2-fluorobenzyl)oxy)pyrimidin-4-yl)-3,5-dihydropyrrolo[3,4-c]pyrrol-2(1H)-yl)methyl)-1-(oxetan-2-ylmethyl)-1H-benzo[d]imidazole-6-carboxylate ClC1=CC(=C(COC2=NC=CC(=N2)N2C=C3C(=C2)CN(C3)CC3=NC2=C(N3C[C@H]3OCC3)C=C(C=C2)C(=O)OC)C=C1)F